ClC=1C=C(C=CC1)C=1OC2=C(N1)C(=CC(=C2)C=2C=CC=1N(C3=CC=CC=C3C1C2)C2=CC=CC=C2)C2=CC=C(C=C2)C2=CC=CC1=CC=CC=C21 2-(3-chlorophenyl)-4-(4-naphthalen-1-yl-phenyl)-6-(9-phenyl-[9H]-carbazol-3-yl)-benzoxazole